ClC1=NC(=CC(=C1)N1CCN(CC1)C(C)=O)NCC1=CC=C(C=C1)OC (4-(2-chloro-6-((4-methoxybenzyl)amino)pyridin-4-yl)piperazin-1-yl)ethan-1-one